ClC1=CC=C(C=C1)C1=N[C@H](C=2N(C3=C1C=C(C=C3)OCCCCC(=O)NC3=CC(=CC=C3)OC)C(=NN2)C)CC(=O)NCC 5-(((4S)-6-(4-chlorophenyl)-4-(2-(ethylamino)-2-oxoethyl)-1-methyl-4H-benzo[f][1,2,4]triazolo[4,3-a][1,4]diazepin-8-yl)oxy)-N-(3-methoxyphenyl)pentanamide